(S)-N5-(3-((2s,5R)-5-Amino-1,3-dioxan-2-yl)propyl)-N7-methyl-3-phenyl-2,3-dihydrobenzofuran-5,7-dicarboxamid NC1COC(OC1)CCCNC(=O)C=1C=C(C2=C([C@@H](CO2)C2=CC=CC=C2)C1)C(=O)NC